N-(5-((2-chloro-5-(trifluoromethyl)phenyl)carbamoyl)-4-methylthiazol-2-yl)-N-(4-fluorophenyl)cyclopropane-1,1-dicarboxamide ClC1=C(C=C(C=C1)C(F)(F)F)NC(=O)C1=C(N=C(S1)N(C(=O)C1(CC1)C(=O)N)C1=CC=C(C=C1)F)C